C(C)(C)(C)C(CC=C)N(C(=O)OC1(CN(CCC1)C=1C=NC(=CC1)N)CN1CCOCC1)C1=C(C(=CC=C1)C)[N+](=O)[O-] 1-(6-aminopyridin-3-yl)-3-((N-morpholinyl)methyl)piperidin-3-ol tert-Butyl-but-3-en-1-yl(3-methyl-2-nitrophenyl)carbamate